N1=CN=C(C2=C1NC=C2)N2CCSC(=C2)C(=O)N2C[C@@H]([C@H](CC2)OCCOC)NC(OC(C)(C)C)=O tert-butyl ((3S,4S)-1-(4-(7H-pyrrolo[2,3-d]pyrimidin-4-yl)-3,4-dihydro-2H-1,4-thiazine-6-carbonyl)-4-(2-methoxyethoxy)piperidin-3-yl)carbamate